(S)-quinuclidin-3-yl ((R)-2,2-dimethyl-6-(3-propoxyphenyl)-1,2,3,4-tetrahydronaphthalen-1-yl)carbamate CC1([C@H](C2=CC=C(C=C2CC1)C1=CC(=CC=C1)OCCC)NC(O[C@@H]1CN2CCC1CC2)=O)C